C1=CC=CC=2C3=CC=CC=C3C(=CC12)C1=CC=C(N)C=C1 4-(phenanthren-9-yl)aniline